C1(CCC1)CC[C@H]1C=C(CN1)C=1C(=C(C(=CC1)O)N1CC(NS1(=O)=O)=O)F (S)-5-(3-(5-(2-cyclobutylethyl)-2,5-dihydro-1H-pyrrol-3-yl)-2-fluoro-6-hydroxyphenyl)-1,2,5-thiadiazolidin-3-one 1,1-dioxide